(4-(4-(trifluoromethyl)-1-((1-(trifluoromethyl)cyclopropyl)methyl)-1H-imidazol-2-yl)phenyl)methanamine FC(C=1N=C(N(C1)CC1(CC1)C(F)(F)F)C1=CC=C(C=C1)CN)(F)F